FC1=CC=C(C=N1)C1=NC(=C2C(=N1)N(N=C2)[C@H]2CC(C[C@@H](C2)C)(C)C)NC(=O)C=2SC(=CC2)[N+](=O)[O-] N-(6-(6-fluoropyridin-3-yl)-1-((1R,5S)-3,3,5-trimethylcyclohexyl)-1H-pyrazolo[3,4-d]pyrimidin-4-yl)-5-nitrothiophene-2-carboxamide